C(C)(C)(C)N(C(=O)OCC=1C(=NC(=CC1)C(F)(F)F)Br)C\C=C(/CO)\F (2-bromo-6-(trifluoromethyl)pyridin-3-yl)methanol tert-butyl-(E)-(3-fluoro-4-hydroxybut-2-en-1-yl)carbamate